(4-bromopyridin-2-yl)(methyl)carbamic acid tert-butyl ester C(C)(C)(C)OC(N(C)C1=NC=CC(=C1)Br)=O